CC(C)(C=1C=C(C=C(C1O)C(C)(C)C)CCC(=O)O)C 3-[3,5-bis-(dimethylethyl)-4-hydroxy-phenyl]propionic acid